CC1=CC(=NC=C1)NC=1SC=C(N1)C1=NC=C(C=C1)C1=CC=CC=C1 N-(4-methylpyridin-2-yl)-4-(5-phenylpyridin-2-yl)thiazol-2-amine